2-bromo-5-[[4-[((trans)-2-cyanocyclopentyl)amino]-5-methyl-pyrimidin-2-yl]amino]-3-methyl-benzoic acid methyl ester COC(C1=C(C(=CC(=C1)NC1=NC=C(C(=N1)N[C@H]1[C@@H](CCC1)C#N)C)C)Br)=O